vinylsilyl-piperazine C(=C)[SiH2]N1CCNCC1